2-[(3-HYDROXYPROPYL)AMINO]ACETIC ACID OCCCNCC(=O)O